C1OCCC12CCNCC2 2-Oxa-8-azaspiro[4.5]decane